C(C)(C)(C)C1N=COC1 4-(tert-butyl)-4,5-dihydro-oxazole